Methyl-(S,E)-(7-amino-1-((1-((7-isobutyl-1H-indol-2-yl)methyl)-2-oxo-1,2-dihydropyridin-3-yl)amino)-1,7-dioxohept-5-en-2-yl)carbamat COC(N[C@H](C(=O)NC=1C(N(C=CC1)CC=1NC2=C(C=CC=C2C1)CC(C)C)=O)CC\C=C\C(=O)N)=O